[N+](=O)([O-])C1=C(C=C(C(=O)O)C=C1)NC[C@H]1OCC1 (S)-4-nitro-3-((oxetan-2-ylmethyl)amino)benzoic acid